C1(=CC=CC=C1)C1=NOC(O1)=O phenyl-1,4,2-dioxazol-5-one